ClC1=C(C(=CC=C1)Cl)N1C=2N(C3=C(C1=O)C=NC(=N3)NC3=CC(=C(C=C3)N3CCN(CC3)C)F)CCN2 6-(2,6-dichlorophenyl)-2-((3-fluoro-4-(4-methylpiperazin-1-yl)phenyl)amino)-8,9-dihydroimidazo[1,2-a]pyrimido[5,4-e]pyrimidin-5(6H)-one